nitrogen methylmorpholine nitrogen [N].CN1CCOCC1.[N]